OCC(C)C 2-(hydroxymethyl)propane